3,5-dimethyl-2-[6-[rac-(4aR,6R,7aS)-6-benzyloxy-3,4a,5,6,7,7a-hexahydro-2H-cyclopenta[b][1,4]oxazin-4-yl]pyridazin-3-yl]phenol CC=1C(=C(C=C(C1)C)O)C=1N=NC(=CC1)N1[C@H]2[C@@H](OCC1)C[C@@H](C2)OCC2=CC=CC=C2 |r|